ClC1=C(COC2=CC=CC(=N2)C2CCN(CC2)C(=O)OC(C)(C)C)C=CC(=C1)C(N(C)OC)=O Tert-butyl 4-(6-((2-chloro-4-(methoxy(methyl)carbamoyl)benzyl)oxy)pyridin-2-yl)piperidine-1-carboxylate